Gallium Nitrat-Hydrat O.[N+](=O)([O-])[O-].[Ga+3].[N+](=O)([O-])[O-].[N+](=O)([O-])[O-]